FC1=CC=2N(C=C1)C(=CN2)C2=CC(=NC=N2)NC(C)C2=CC=C(C=C2)C=2C=NN(C2)C 6-{7-fluoroimidazo[1,2-a]pyridin-3-yl}-N-{1-[4-(1-methyl-1H-pyrazol-4-yl)phenyl]ethyl}pyrimidin-4-amine